(3S)-1-[(2R)-2-[4-(o-tolyl)-2-oxo-chromen-7-yl]oxypropionyl]piperidine-3-carbonitrile C1(=C(C=CC=C1)C1=CC(OC2=CC(=CC=C12)O[C@@H](C(=O)N1C[C@H](CCC1)C#N)C)=O)C